3-fluoro-2-(trifluoromethyl)benzenesulfonyl chloride FC=1C(=C(C=CC1)S(=O)(=O)Cl)C(F)(F)F